C(C)(C)(C)OC(=O)N1C(COCC1)C=1SC(=C(N1)C1=C(C(=CC=C1)NS(=O)(=O)C1=C(C=CC(=C1)F)F)F)C1=NC(=NC=C1)NC(C=C)=O 3-{5-(2-Acrylamidopyrimidin-4-yl)-4-[3-(2,5-difluorobenzenesulfonylamino)-2-fluorophenyl]-thiazol-2-yl}-morpholine-4-carboxylic acid tert-butyl ester